C(C)C=1C(=CC=C2C=C(C=C(C12)C1=C(C=2N=C(N=C(C2C=N1)N1CC2(CCC2O)CCC1)OC[C@]12CCCN2C[C@@H](C1)F)F)O)F 6-(7-(8-ethyl-7-fluoro-3-hydroxynaphthalen-1-yl)-8-fluoro-2-(((2R,7aS)-2-fluorohexahydro-1H-pyrrolizin-7a-yl)methoxy)pyrido[4,3-d]pyrimidin-4-yl)-6-azaspiro[3.5]nonan-1-ol